C(CCCCCCCC=CC=CC=CCCCC)(=O)OCCCCCCCCCCCCCCCCC Heptadecan-1-yl Eleostearate